((((oxybis(methylene))bis(3,1-phenylene))bis(phenylboranediyl))bis(oxy))bis(ethan-1-amine) O(CC=1C=C(C=CC1)B(C1=CC=CC=C1)OCCN)CC=1C=C(C=CC1)B(C1=CC=CC=C1)OCCN